ClC1=C2N=CN(C2=NC(=N1)SCC)C 6-Chloro-2-(ethylthio)-9-methyl-9H-purine